FC1=CC=CC=2C(=N[C@@H](C(NC21)=O)NC(=O)C=2C(=NN1C2N=CC=C1)C=1C=NC=C(C1)C)C1=CC=CC=C1 N-[(3S)-9-fluoro-2-oxo-5-phenyl-1,3-dihydro-1,4-benzodiazepine-3-Yl]-2-(5-methylpyridin-3-yl)pyrazolo[1,5-a]pyrimidine-3-carboxamide